3-Mercaptopropyldimethoxypropoxysilane SCCC[SiH2]OCCC(OC)OC